ClC1=CC(=C(C=C1)C1=CC=C(O1)C=C1C(C2=C(S1)C=CC=C2)=O)[N+](=O)[O-] 2-[[5-(4-Chloro-2-nitrophenyl)-2-furanyl]methylene]benzo[b]thiophen-3(2H)-one